2-[4-(Isopropylthio)-2,5-dimethoxyphenyl]ethanamine C(C)(C)SC1=CC(=C(C=C1OC)CCN)OC